NC=1C2=C(N=CN1)N(C(=C2C2=CC(=C(C=C2)OC2=NC=CC(=N2)C)COC)C2=CC=C(C=C2)NC(C(=C)C)=O)C N-(4-(4-amino-5-(3-(methoxymethyl)-4-((4-methylpyrimidin-2-yl)oxy)phenyl)-7-methyl-7H-pyrrolo[2,3-d]pyrimidin-6-yl)phenyl)methacrylamide